COC1=NC=C(C(=N1)OC)C=1N=NC=CC1 3-(2,4-dimethoxypyrimidin-5-yl)pyridazine